(R)-N-(cyclopropylmethyl)-1-(6-((4-(6-methoxy-1H-indazol-4-yl)-1H-1,2,3-triazol-1-yl)methyl)pyridazin-3-yl)piperidin-3-amine C1(CC1)CN[C@H]1CN(CCC1)C=1N=NC(=CC1)CN1N=NC(=C1)C1=C2C=NNC2=CC(=C1)OC